methylamine iodate salt I(=O)(=O)O.CN